FC1=CC(=CC=2N(C(=NC21)C)C(C)C)C=2C=CN1N=C(N=CC12)C1(CCC(CC1)N(C)C)N 1-(5-(4-fluoro-1-isopropyl-2-methyl-1H-benzo[d]imidazol-6-yl)pyrrolo[2,1-f][1,2,4]triazin-2-yl)-N4,N4-dimethylcyclohexane-1,4-diamine